COC1=CC=C(C=N1)C(CC(=O)O)N1N=CC2=CC(=CC=C12)OCCC=1C=CC2=C(NCCN2C)N1 3-(6-methoxypyridin-3-yl)-3-(5-(2-(1-methyl-1,2,3,4-tetrahydropyrido[2,3-b]pyrazin-6-yl)ethoxy)-1H-indazol-1-yl)propionic acid